FC=1C(N(C=C(C1)C1=NC(=NC(=C1)C)S(=O)(=O)CCC(C1=CC=CC=C1)CC1=C(C=CC=C1)F)CC1=CC(=NC=C1)OC)=O 3-fluoro-5-(2-(3-(2-fluorobenzyl)-3-phenylpropylsulfonyl)-6-methylpyrimidin-4-yl)-1-((2-methoxypyridin-4-yl)methyl)pyridin-2(1H)-one